(R)-N-(2-chloro-5-fluoro-4-(N-(1-(piperidin-4-yl)ethyl)sulfamoyl)phenyl)-2-methylbenzamide hydrochloride Cl.ClC1=C(C=C(C(=C1)S(N[C@H](C)C1CCNCC1)(=O)=O)F)NC(C1=C(C=CC=C1)C)=O